Cis-8-dimethylamino-3-(4,6-dimethyl-2-morpholin-4-yl-pyrimidin-5-yl)-8-phenyl-1,3-diazaspiro[4.5]decan-2-one CN(C1(CCC2(CN(C(N2)=O)C=2C(=NC(=NC2C)N2CCOCC2)C)CC1)C1=CC=CC=C1)C